FC(OC1=CC=CC(=N1)C1(OCC1)CNC(=O)[C@@H]1[C@H](C1)C1=CC=CC=C1)F (1S,2S)-N-[[2-[6-(difluoromethoxy)-2-pyridyl]oxetan-2-yl]methyl]-2-phenyl-cyclopropanecarboxamide